C(C)OC(C1=CC=C2CCC(C2=C1)(C)C)OCC 6-(diethoxymethyl)-1,1-dimethyl-2,3-dihydro-1H-indene